NC1=CC=C(C=C1)CC(C(=O)[O-])C 3-(4-aminophenyl)-2-methylpropionate